1-methyl-4-{4-methyl-4-[5-(prop-2-yl)-1,3-benzoxazol-2-yl]piperidin-1-yl}-2-oxo-1,2-dihydroquinoline-3-carbonitrile CN1C(C(=C(C2=CC=CC=C12)N1CCC(CC1)(C=1OC2=C(N1)C=C(C=C2)C(C)C)C)C#N)=O